O(C1=CC=CC=C1)CC(=O)NC1=CC=C(C=C1)CCCC(=O)O 4-[4-(phenoxyacetyl)aminophenyl]butyric acid